docosenoic amide C(C=CCCCCCCCCCCCCCCCCCCC)(=O)N